FC1=CC=C(CN2N=C(C(=C2)C2=CC(=NC=C2)C2=NC3=C(N2)CN(C3)S(=O)(=O)C)C3=NC(=CC=C3)C)C=C1 2-[4-(1-(4-Fluorobenzyl)-3-(6-methylpyridin-2-yl)-1H-pyrazol-4-yl)pyridin-2-yl]-5-(methylsulfonyl)-1,4,5,6-tetrahydropyrrolo[3,4-d]imidazole